2-amino-2-(8-fluoro-4-isoquinolyl)acetonitrile NC(C#N)C1=CN=CC2=C(C=CC=C12)F